C(CC=C)OC=1C=2N(C(=C(N1)C1=NC=CC(=C1)C(C)N(C(OC(C)(C)C)=O)CC)C)C=CN2 tert-butyl (1-(2-(8-(but-3-en-1-yloxy)-5-methylimidazo[1,2-a]pyrazin-6-yl)pyridin-4-yl)ethyl)(ethyl)carbamate